acetyltriethylene glycol C(C)(=O)C(COCCOCCO)O